C(C)(C)(C)OC(=O)N1C[C@H](N([C@H](C1)C)CCC(=O)OCC)C.COC1=CC=C(C=C1)C1=CC=C(C=C1)COC=1C=C2CCCCC2=CC1 6-(4'-methoxybiphenyl-4-yl)methoxytetralin tert-Butyl-(3R,5S)-4-(3-ethoxy-3-oxopropyl)-3,5-dimethylpiperazine-1-carboxylate